COCC1COC=2C(=NC=C(C2)N)O1 3-(methoxymethyl)-2,3-dihydro-[1,4]dioxino[2,3-b]pyridin-7-amine